[Al].[Si].[Si].[Si] trisilicon aluminum